4-oxatetracyclo[6.2.1.02,7.03,5]undec-9-yl glycidyl ether C(C1CO1)OC1C2C3CC4OC4C3C(C1)C2